COC1=CC=C2C=C(N(C2=C1)S(=O)(=O)C1=CC=CC=C1)C=O 6-methoxy-1-(benzenesulfonyl)-1H-indole-2-carbaldehyde